NC1=C(N=CC(=N1)N1CCC2([C@@H]([C@@H](OC2)C)NCC=2C=C3CN(C(C3=CC2)=O)C2C(NC(CC2)=O)=O)CC1)SC1=C(C(=NC=C1)N)Cl 3-(5-((((3S,4S)-8-(6-amino-5-((2-amino-3-chloropyridin-4-yl)thio)pyrazin-2-yl)-3-methyl-2-oxa-8-azaspiro[4.5]decan-4-yl)amino)methyl)-1-oxoisoindolin-2-yl)piperidine-2,6-dione